(2S,3S,4E,6S,7R,10R)-7,10-dihydroxy-3,7-dimethyl-12-oxo-2-((2E,4E,6R)-6-(pyridin-2-yl)hepta-2,4-dien-2-yl)oxacyclododec-4-en-6-yl 4-methylpiperazine-1-carboxylate CN1CCN(CC1)C(=O)O[C@H]1/C=C/[C@@H]([C@H](OC(C[C@@H](CC[C@@]1(C)O)O)=O)\C(\C)=C\C=C\[C@@H](C)C1=NC=CC=C1)C